C(CC)(=O)C(C#N)C1=CC=C(C=C1)Cl α-propionyl-p-chlorophenyl-acetonitrile